2-[3-chloro-5-(trifluoromethyl)phenyl]-4,4,5,5-tetramethyl-1,3,2-dioxaborolane ClC=1C=C(C=C(C1)C(F)(F)F)B1OC(C(O1)(C)C)(C)C